C(C1=CC=CC=C1)O[C@H]1[C@@H](OC)O[C@@H]([C@@H]([C@@H]1C=1OC=C(N1)C1=CC(=C(C(=C1)F)F)F)OCC1=CC=CC=C1)COCC1=CC=CC=C1 methyl 2,4,6-tri-O-benzyl-3-deoxy-3-[4-(3,4,5-trifluorophenyl)-oxazol-2-yl]-α-D-galactopyranoside